COC1=CC=C(CN2N=CC(=C2)C2C(C2)C(=O)N)C=C1 2-(1-(4-methoxybenzyl)-1H-pyrazol-4-yl)cyclopropane-1-carboxamide